(4-(1H-pyrrol-1-yl)phenyl)methanamine N1(C=CC=C1)C1=CC=C(C=C1)CN